6-(3-chloro-5-fluorophenyl)-3-methyl-7-[1-(9H-purin-6-ylamino)ethyl]-5H-[1,3]thiazolo[3,2-a]pyrimidin-5-one Trifluoroacetic Acid Salt FC(C(=O)O)(F)F.ClC=1C=C(C=C(C1)F)C1=C(N=C2N(C1=O)C(=CS2)C)C(C)NC2=C1N=CNC1=NC=N2